1,1-dichloro-2-chloroethylene ClC(=CCl)Cl